Cl.NC/C(/CN1N=CN(C1=O)CC1=CC=C(S1)C1=CC=C2CNC(C2=C1)=O)=C\F 6-[5-(1-[(2E)-2-(aminomethyl)-3-fluoroprop-2-en-1-yl]-5-oxo-1,5-dihydro-4H-1,2,4-triazol-4-ylmethyl)thiophen-2-yl]-2,3-dihydro-1H-isoindol-1-one hydrochloride